N1C=CC=CC=C1O Azepin-7-ol